4-amino-3-chloro-6-(4-chloro-2-fluoro-3-meth-oxyphenyl)-5-fluoropyridine-2-carboxylic acid NC1=C(C(=NC(=C1F)C1=C(C(=C(C=C1)Cl)OC)F)C(=O)O)Cl